5-((2-(3-((3-Chlorobenzyl)oxy)phenyl)pyrimidin-5-yl)methoxy)-2-(3-(cyclopropylmethyl)ureido)benzoic acid ClC=1C=C(COC=2C=C(C=CC2)C2=NC=C(C=N2)COC=2C=CC(=C(C(=O)O)C2)NC(=O)NCC2CC2)C=CC1